O(C1=CC=CC=C1)CCCN Phenoxypropylamin